COC=1C(N(C=C(C1)B1OC(C(O1)(C)C)(C)C)C)=O Methoxy-1-methyl-5-(4,4,5,5-tetramethyl-1,3,2-dioxaborolan-2-yl)pyridin-2(1H)-one